FC1(CN(C1)CC[C@]1(OCCN(C1)CC=1C=CC(=NC1)NC1=NC=C(C(=N1)C=1C=C(C2=C(N(C(=N2)C)C(C)C)C1)F)F)C)F (R)-N-(5-((2-(2-(3,3-difluoroazetidin-1-yl)ethyl)-2-methylmorpholino)methyl)pyridin-2-yl)-5-fluoro-4-(4-fluoro-1-isopropyl-2-methyl-1H-benzo[d]imidazol-6-yl)pyrimidin-2-amine